C(C)N1N=CC(=N1)C1=C2C=NNC2=C(C=C1)C1=CC=C(N=N1)N(C1CC2CCC(C1)N2)C N-{6-[4-(2-ethyl-1,2,3-triazol-4-yl)-1H-indazol-7-yl]pyridazin-3-yl}-N-methyl-8-azabicyclo[3.2.1]octan-3-amine